(5S)-N-((4-chlorophenyl)(2-(trifluoromethyl)pyridin-4-yl)methyl)-2-oxooxazolidine-5-carboxamide ClC1=CC=C(C=C1)C(NC(=O)[C@@H]1CNC(O1)=O)C1=CC(=NC=C1)C(F)(F)F